ClC1=C2N=C(C=NC2=CC=C1OC=1C=CC2=C(N(C(=N2)C)COCC[Si](C)(C)C)C1)C=1C=NN(C1)CC1CC(C1)(OC)OC 2-[[6-[5-chloro-3-[1-[(3,3-dimethoxycyclobutyl)methyl]pyrazol-4-yl]quinoxalin-6-yl]oxy-2-methyl-benzimidazol-1-yl]methoxy]ethyl-trimethyl-silane